5-[4-(Azetidin-3-yl)phenyl]-2-chloro-4-methylsulfonyl-pyridine N1CC(C1)C1=CC=C(C=C1)C=1C(=CC(=NC1)Cl)S(=O)(=O)C